C(C)(C)(C)OC(=O)N1CC(C=CC(C1)O)O.CC1(C2(CN(CC(C(N1C)C1=NC=CC=C1)C2=O)CC2=NC=CC=C2)C)C2=NC=CC=C2 dimethyl-2,4-di-(2-pyridyl)-3-methyl-7-(pyridin-2-ylmethyl)-3,7-diaza-bicyclo[3.3.1]nonan-9-one tert-butyl-3,6-dihydroxy-2,3,6,7-tetrahydroazepine-1-carboxylate